indium hafnium Oxide [O-2].[Hf+4].[In+3]